2-bromo-N-(3-(5-chlorobenzo[d]oxazol-2-yl)-2-methylphenyl)-4-nitrobenzamide BrC1=C(C(=O)NC2=C(C(=CC=C2)C=2OC3=C(N2)C=C(C=C3)Cl)C)C=CC(=C1)[N+](=O)[O-]